1-(4-((4-(4-((3R,4S)-7-hydroxy-3-phenylchroman-4-yl)phenyl)piperazin-1-yl)methyl)pyridin-3-yl)dihydropyrimidine-2,4(1H,3H)-dione OC1=CC=C2[C@@H]([C@@H](COC2=C1)C1=CC=CC=C1)C1=CC=C(C=C1)N1CCN(CC1)CC1=C(C=NC=C1)N1C(NC(CC1)=O)=O